C(C(=C)C)(=O)CC(CNCCC[Si](OCC)(OCC)OCC)O N-(3-methacryloyl-2-hydroxypropyl)-3-aminopropyl-triethoxysilane